5-bromo-2-(3-(4-(5-(prop-1-yn-1-yl)pyridin-3-yl)-1H-1,2,3-triazol-1-yl)oxetan-3-yl)pyridine BrC=1C=CC(=NC1)C1(COC1)N1N=NC(=C1)C=1C=NC=C(C1)C#CC